phenyl (4-((4-chlorophenyl)carbamoyl)phenyl)carbamate ClC1=CC=C(C=C1)NC(=O)C1=CC=C(C=C1)NC(OC1=CC=CC=C1)=O